FC1=CC(=C(CN2N=CC(=C2)C(=O)N2CC3(CN(C3)C(C(C(F)(F)F)(C)C)=O)[C@@H](C2)C(=O)O)C=C1)C(F)(F)F (S)-6-(1-(4-fluoro-2-(trifluoromethyl)benzyl)-1H-pyrazole-4-carbonyl)-2-(3,3,3-trifluoro-2,2-dimethylpropanoyl)-2,6-diazaspiro[3.4]octane-8-carboxylic acid